4-(2,4-difluorobenzoyl)-1H-pyrrole-2-carboxylic acid FC1=C(C(=O)C=2C=C(NC2)C(=O)O)C=CC(=C1)F